(tert-butyl)-2-(3-((8-chloro-[1,2,4]triazolo[4,3-a]quinazolin-5-yl)(methyl)amino)phenyl)pyridine 1-oxide C(C)(C)(C)C=1C(=[N+](C=CC1)[O-])C1=CC(=CC=C1)N(C)C1=NC=2N(C3=CC(=CC=C13)Cl)C=NN2